4-[[4-fluoro-3-(imidazole-1-carbonyl)phenyl]methyl]-2H-phthalazine-1-on FC1=C(C=C(C=C1)CC1=NNC(C2=CC=CC=C12)=O)C(=O)N1C=NC=C1